BrC=1C=C(COC2=CC=C(C3=C2OCO3)CN[C@H](C(=O)N)C)C=CC1 (S)-2-{[7-(3-bromobenzyloxy)benzo[d][1,3]dioxol-4-yl]methylamino}propanamide